C(C1=CC=CC=C1)N1C2=NC=NC(=C2N=C1C1=C(C=C(C=C1)OCCN1CCNCC1)Cl)OC1(CC1)C#C 9-benzyl-8-(2-chloro-4-(2-(piperazin-1-yl)ethoxy)phenyl)-6-(1-ethynylcyclopropoxy)-9H-purine